ClC=1C=C(C=C(C1)Cl)C1(CC(=NO1)C1=CC(=C(C(=O)[O-])C=C1)C)C(F)(F)F 4-(5-(3,5-dichlorophenyl)-5-(trifluoromethyl)-4,5-dihydroisoxazol-3-yl)-2-methylbenzoate